((1r,5s,6s)-3-((1-(4-aminophenyl)piperidin-4-yl)methyl)-3-azabicyclo[3.1.0]hexane-6-yl)carbamic acid tert-butyl ester C(C)(C)(C)OC(NC1[C@@H]2CN(C[C@H]12)CC1CCN(CC1)C1=CC=C(C=C1)N)=O